4-(trans-4'-n-hexylcyclohexyl)phenylisothiocyanate C(CCCCC)[C@@H]1CC[C@H](CC1)C1=CC=C(C=C1)N=C=S